P(=O)(O)(O)O.O=C([C@H](O)[C@@H](O)[C@H](O)[C@H](O)CO)O D-gluconic acid phosphate